ICC\C=C\CCCCCCCCCC(OCCCCCCCCC)OCCCCCCCCC (3E)-1-iodo-14,14-dinonyloxy-3-tetradecene